CC(CC(=O)O)CCCC(CCCC(C)C)C 3,7,11-trimethyl-dodecanoic acid